FC1=C(C(=O)N2CCN(CC2)C(=O)C2(CC2)O)C=CC(=C1)C1=CC2=C(N(C=N2)C)C=C1 (4-(2-fluoro-4-(1-methyl-1H-benzo[d]imidazol-5-yl)benzoyl)piperazine-1-yl)(1-hydroxycyclopropyl)methanone